4-epoxycyclohexylethyl-3,4-epoxycyclohexanecarboxylate C12(C(CCCC1)O2)CCC21C(CC(CC2)C(=O)[O-])O1